NC1=C2C(=NC=N1)N(N=C2C2=CC=C(C=C2)OC2=CC=CC=C2)[C@H]2CN(CCC2)C(CCCCSC=2C(=C1C(N(C(C1=CC2)=O)C2C(NC(CC2)=O)=O)=O)F)=O 5-((5-((R)-3-(4-amino-3-(4-phenoxyphenyl)-1H-pyrazolo[3,4-d]pyrimidin-1-yl)piperidin-1-yl)-5-oxopentyl)thio)-2-(2,6-dioxopiperidin-3-yl)-4-fluoroisoindoline-1,3-dione